thiochromanyl sulfone S1C(CCC2=CC=CC=C12)S(=O)(=O)C1SC2=CC=CC=C2CC1